COC1=C(C(=NC(=N1)C1=CC=NC=C1)S(=O)(=O)C1=CC=C(C=C1)C)C(F)(F)F 6-methoxy-4-[(4-methylphenyl)sulfonyl]-2-(4-pyridyl)-5-trifluoromethylpyrimidine